CC1=C(C=CC(=C1)C)C(C(=O)NCC1=CC=NC=C1)NCCC1CCNCC1 2-(2,4-dimethylphenyl)-2-[(2-piperidine-4-ylethyl)amino]-N-(pyridine-4-ylmethyl)acetamid